FC=1C=C(C=CC1C=1C=NN(C1)C1OCCCC1)N1CCCCC1 1-(3-fluoro-4-(1-(tetrahydro-2H-pyran-2-yl)-1H-pyrazol-4-yl)phenyl)piperidine